ClC=1C=CC(=C(C1)N1C(=NN=C1C)[C@H]1[C@H](O)[C@H]([C@@H](O)[C@H](O1)CO)N1N=NC(=C1)C=1SC=C(N1)C)C(F)(F)F 5-chloro-1-{3-{3-deoxy-3-[4-(4-methylthiazol-2-yl)-1H-1,2,3-triazol-1-yl]-β-D-galactopyranosyl}-5-methyl-4H-1,2,4-triazol-4-yl}-2-(trifluoromethyl)benzene